(1-((3-(3-((3-carbamoyl-6-(dimethylamino)-5-ethylpyrazin-2-yl)amino)-5-fluorophenoxy)propyl)amino)-1-oxopropan-2-yl)(methyl)carbamate C(N)(=O)C=1C(=NC(=C(N1)CC)N(C)C)NC=1C=C(OCCCNC(C(C)OC(NC)=O)=O)C=C(C1)F